CC1=NN(C(=C1)C(F)(F)F)C1CC(C1)O (1r,3r)-3-(3-methyl-5-(trifluoromethyl)-1H-pyrazol-1-yl)cyclobutan-1-ol